ClC1=NC=C(C(=C1)N1C(C2=C(C(=C1)[2H])N(N=C2)C([2H])([2H])C2=C(C(=C(C(=C2F)[2H])[2H])[2H])F)=O)Cl 5-(2,5-dichloropyridin-4-yl)-1-((2,6-difluorophenyl-3,4,5-d3)methyl-d2)-1,5-dihydro-4H-pyrazolo[4,3-c]pyridin-4-one-7-d